ClC=1C=C2C=C(C=NC2=CC1)C(=O)O 6-chloroquinoline-3-carboxylic acid